ClC1=CN=C2N1N=C(C=C2)C2=CNC=1N=C(N=CC12)NCC(C)(C)F 5-(3-chloroimidazo[1,2-b]pyridazin-6-yl)-N-(2-fluoro-2-methylpropyl)-7H-pyrrolo[2,3-d]pyrimidin-2-amine